tert-butyl 4-(2-fluoropyrimidin-5-yl)-3,6-dihydro-2H-pyridine-1-carboxylate FC1=NC=C(C=N1)C=1CCN(CC1)C(=O)OC(C)(C)C